CC1=CC=CC=2N(N=NC21)CN(CCO)CCO 2,2'-{[(4-methyl-1H-benzotriazole-1-yl)methyl]imino}bisethanol